3-(4-(4-Fluorophenyl)thiazol-2-yl)-2-(trifluoromethyl)quinazolin-4(3H)-one FC1=CC=C(C=C1)C=1N=C(SC1)N1C(=NC2=CC=CC=C2C1=O)C(F)(F)F